tert-Butyl [4-(methylcarbamoyl)bicyclo[2.2.2]oct-1-yl]carbamate CNC(=O)C12CCC(CC1)(CC2)NC(OC(C)(C)C)=O